ClC1=NC=NC2=C1N(C=1C=CC(=CC21)C=O)CC(F)(F)F 4-chloro-5-(2,2,2-trifluoroethyl)pyrimido[5,4-b]indole-8-carbaldehyde